(±)-4-[8-(benzhydrylideneamino)-3-[[(trans)-2-cyanocyclopropanecarbonyl]amino]-6-isoquinolyl]-3-methyl-N-(2,2,2-trifluoroethyl)benzamide C(C1=CC=CC=C1)(C1=CC=CC=C1)=NC=1C=C(C=C2C=C(N=CC12)NC(=O)[C@H]1[C@@H](C1)C#N)C1=C(C=C(C(=O)NCC(F)(F)F)C=C1)C |r|